C[Si](C#CC1=CSC(=C1)C)(C)C Trimethyl-[(5-methylthiophene-3-yl)ethynyl]silane